(1R,3S)-3-(3-{[(6-meth-oxypyridin-3-yl)acetyl]-amino}-1H-pyrazol-5-yl)-cyclopentyl [(2S)-1-meth-oxypropan-2-yl]carbamate COC[C@H](C)NC(O[C@H]1C[C@H](CC1)C1=CC(=NN1)NC(CC=1C=NC(=CC1)OC)=O)=O